hydroxy-ethylene oxide OC1CO1